C(CCCCCCCCCCCCCCCCCCCCC)OC=1C=C(C=C(C1)OCCCCCCCCCCCCCCCCCCCCCC)CO 3,5-Bis(docosyloxy)benzenemethanol